FC1(CCN(CC1)C(=O)C=1C=C2C(=NC1)N(C=C2)C2=CC=C(C=C2)C2(CC2)C(=O)OC)F methyl 1-(4-(5-(4,4-difluoropiperidine-1-carbonyl)-1H-pyrrolo[2,3-b]pyridin-1-yl)phenyl)cyclopropane-1-carboxylate